7-ethylbenzopyrrole C(C)C1=CC=CC=2C=CNC21